2-Fluoro-5-(5-(4-(methylsulfonyl)piperazin-1-yl)-1H-pyrazolo[3,4-c]pyridine-1-yl)-3-(trifluoromethyl)phenol FC1=C(C=C(C=C1C(F)(F)F)N1N=CC=2C1=CN=C(C2)N2CCN(CC2)S(=O)(=O)C)O